trans-2-[[1-ethyl-4-[[4-(trifluoromethyl)phenyl]methyl]pyrrolo[2,3-b]pyridine-3-carbonyl]amino]spiro[3.3]heptane-6-carboxylic acid C(C)N1C=C(C=2C1=NC=CC2CC2=CC=C(C=C2)C(F)(F)F)C(=O)NC2CC1(C2)CC(C1)C(=O)O